FC(F)(F)C1=C(C(=NC=C1)C1=NC=CC=C1)C(F)(F)F bis(trifluoromethyl)-2,2'-bipyridyl